N-[(6-Amino-2-pyridyl)sulfonyl]-6-(3-fluoro-5-isobutoxyphenyl)-2-(2,5,5-trimethylmorpholin-4-yl)pyridin-3-carboxamid NC1=CC=CC(=N1)S(=O)(=O)NC(=O)C=1C(=NC(=CC1)C1=CC(=CC(=C1)OCC(C)C)F)N1CC(OCC1(C)C)C